butyl [(4-carbamoylbicyclo[2.2.2]octan-1-yl)methyl]carbamate C(N)(=O)C12CCC(CC1)(CC2)CNC(OCCCC)=O